(2s,4s)-2-(4-(2-methoxy-4-(trifluoromethyl)phenyl)piperidine-1-carbonyl)-7-oxa-5-azaspiro[3.4]octan-6-one COC1=C(C=CC(=C1)C(F)(F)F)C1CCN(CC1)C(=O)C1CC2(C1)NC(OC2)=O